C(C)(C)(C)C=1C=C(NN1)NC(=O)NC1=CC=C(C=C1)N1C=NC2=C1C=CC(=C2)OCCOCCN(C)C2=C1C(N(C(C1=CC=C2)=O)C2C(NC(CC2)=O)=O)=O 1-(5-tert-butyl-2H-pyrazol-3-yl)-3-(4-{5-[2-(2-{[2-(2,6-dioxopiperidin-3-yl)-1,3-dioxo-2,3-dihydro-1H-isoindol-4-yl]-methyl-amino}-ethoxy)-ethoxy]-benzoimidazol-1-yl}-phenyl)-urea